ethyl 2-[(pyridin-2-yl)methyl]-8-(trifluoromethyl)-4,5-dihydro-2H-furo[2,3-g]indazole-7-carboxylate N1=C(C=CC=C1)CN1N=C2C3=C(CCC2=C1)OC(=C3C(F)(F)F)C(=O)OCC